C(#N)C=1N=C(OC1N(C(CCCCCN(C)C)=O)C)C1=C(C(=CC(=C1)Cl)Cl)Cl N-(4-cyano-2-(2,3,5-trichlorophenyl)oxazol-5-yl)-6-(dimethylamino)-N-methylhexanamide